C([C@@H]1[C@@H]([C@@H]([C@H]([C@@H](O1)O[C@@H]2[C@H](O[C@H]([C@H]([C@H]2O)O)O)CO)O)O)O)O The molecule is a disaccharide that is D-mannopyranose in which the hydroxy group at position 4 has been converted into the corresponding beta-D-galactopyranosyl derivative. It derives from a beta-D-mannose and a beta-D-galactose.